(4R,5S,7R,8R,9S,10R)-7-(hydroxymethyl)-4-((pyridin-3-ylmethoxy)amino)-9-(4-(3,4,5-trifluorophenyl)-1H-1,2,3-triazol-1-yl)-1,6-dioxaspiro[4.5]decan-8,10-diol OC[C@H]1O[C@@]2([C@@H](CCO2)NOCC=2C=NC=CC2)[C@@H]([C@H]([C@H]1O)N1N=NC(=C1)C1=CC(=C(C(=C1)F)F)F)O